C1(CCCCC1)C1C(=C(C=CC1(C(=O)N)C(=O)N)C1=CC=CC=C1)C1CCCCC1 dicyclohexyl-4,4-biphenyl-dicarboxamide